[Sn].[In].[Ga].[Ni] nickel-gallium-indium-tin